C1(=CC=CC=C1)P(C1=CC=CC=C1)C1=C(C=CC=C1)P(C1=CC=CC=C1)C1=CC=CC=C1 bis(diphenylphosphaneyl)benzene